FC(OC1=C(C=C(C=C1)OC=1C=NNC1)C1=NN(C=C1NC(=O)C=1C=NN2C1N=CC=C2)C)F N-[3-[2-(difluoromethoxy)-5-(1H-pyrazol-4-yloxy)phenyl]-1-methyl-pyrazol-4-yl]pyrazolo[1,5-a]pyrimidine-3-carboxamide